3-Hydroxy-1-propene OCC=C